C12CN(CC(N1)C2)C=2OC1=C(N2)C(=CC=C1C=1SC=CN1)OC[C@@H](C)O (2R)-1-((2-(3,6-diazabicyclo[3.1.1]heptan-3-yl)-7-(thiazol-2-yl)benzo[d]oxazol-4-yl)oxy)propan-2-ol